The molecule is a member of the class of cleistanthins that is the 4-O-3,4-di-O-methyl-beta-D-xylopyranoside of 1,3-dihydronaphtho[2,3-c]furan-4-ol which is substituted by an oxo group at position 1, methoxy groups at positions 6 and 7, and a 1,3-benzodioxol-5-yl group at position 9. It is one of the toxic principles in Cleistanthus collinus. It has a role as an antihypertensive agent, an alpha-adrenergic antagonist and a diuretic. It is a xylose derivative and a member of cleistanthins. CO[C@@H]1CO[C@H]([C@@H]([C@H]1OC)O)OC2=C3COC(=O)C3=C(C4=CC(=C(C=C42)OC)OC)C5=CC6=C(C=C5)OCO6